N-(2,2-Difluoropropyl)-4-(5-(p-tolyl)-3-(trifluoromethyl)-1H-pyrazol-1-yl)benzenesulfonamide FC(CNS(=O)(=O)C1=CC=C(C=C1)N1N=C(C=C1C1=CC=C(C=C1)C)C(F)(F)F)(C)F